FC1=C2C(C(N(C2=C(C=C1C(F)(F)F)F)[C@H]1C(N(CC1)CCCC(=O)O)=O)=O)(C)C (R)-4-(3-(4,7-difluoro-3,3-dimethyl-2-oxo-5-(trifluoromethyl)indolin-1-yl)-2-oxopyrrolidin-1-yl)butanoic acid